FC1=C(C=CC(=C1)F)CN1C(CN(CC1)C(=O)OC(C)(C)C)=O Tert-Butyl 4-[(2,4-difluorophenyl)methyl]-3-oxopiperazine-1-carboxylate